1-methyl 1,4-cyclohexanedicarboxylate C1(CCC(CC1)C(=O)[O-])C(=O)OC